S1C(=NN=C1)C=1C=CC(=NC1)CN(N(C1=NC=CC=N1)C1CC1)C(=O)C=1C=C2C=C(C(=NC2=CC1)NC(C)(C)C)C([2H])([2H])[2H] N-((5-(1,3,4-thiadiazol-2-yl)pyridin-2-yl)methyl)-2-(tert-butylamino)-N'-cyclopropyl-3-(methyl-d3)-N'-(pyrimidin-2-yl)quinoline-6-hydrazide